4-methoxy-1-(4-(4,4,5,5-tetramethyl-1,3,2-dioxaborolan-2-yl)benzyl)piperidine COC1CCN(CC1)CC1=CC=C(C=C1)B1OC(C(O1)(C)C)(C)C